C(C)OB1OC(C2=C1C=CC(=C2)NC2=NC=C(C(=N2)N[C@H](CO)C2=CC=CC=C2)C=2OC(=NN2)C=2C=NC=CC2)(C)C (S)-2-((2-((1-ethoxy-3,3-dimethyl-1,3-dihydrobenzo[c][1,2]oxaborol-5-yl)amino)-5-(5-(pyridin-3-yl)-1,3,4-oxadiazol-2-yl)pyrimidin-4-yl)amino)-2-phenylethan-1-ol